CC1=C(C2=NC(=CC=C2S1)C1=NN(C=C1)C)C1=CC=NC=C1 2-methyl-5-(1-methyl-1H-pyrazol-3-yl)-3-(pyridin-4-yl)thieno[3,2-b]pyridine